3-(dimethylamino)-2,2-dimethylpropanoic acid CN(CC(C(=O)O)(C)C)C